(S)-1-(5-(4-methylpyridazin-3-yl)-1H-pyrrole-2-carbonyl)-N-(3,4,5-trifluorophenyl)pyrrolidine-3-carboxamide CC1=C(N=NC=C1)C1=CC=C(N1)C(=O)N1C[C@H](CC1)C(=O)NC1=CC(=C(C(=C1)F)F)F